9-bromo-7-chloro-8-methyl-4H-pyrimido[1,2-b]Pyridazin-4-one BrC=1C=2N(N=C(C1C)Cl)C(C=CN2)=O